3-(cyanomethyl)-1-[2-[[1-[2-(4-methylpiperazin-1-yl)-2-oxo-ethyl]pyrazol-4-yl]amino]-[1,2,4]triazolo[1,5-a]pyridin-8-yl]-N-(3,3,3-trifluoropropyl)azetidine-3-carboxamide C(#N)CC1(CN(C1)C=1C=2N(C=CC1)N=C(N2)NC=2C=NN(C2)CC(=O)N2CCN(CC2)C)C(=O)NCCC(F)(F)F